4,4'-bis[N-(2-phenanthryl)-N-phenylamino]biphenyl C1=C(C=CC=2C3=CC=CC=C3C=CC12)N(C1=CC=CC=C1)C1=CC=C(C=C1)C1=CC=C(C=C1)N(C1=CC=2C=CC3=CC=CC=C3C2C=C1)C1=CC=CC=C1